ClC=1C=C(C=CC1)CC1(CCC2(C(CC3=CC=CC=C23)C[C@H](COCC2=CC=C(C=C2)OC)C)CC1)C#N 4-[(3-chlorophenyl)methyl]-2'-{(2R)-3-[(4-methoxyphenyl)methoxy]-2-methylpropyl}-2',3'-dihydrospiro[cyclohexane-1,1'-indene]-4-carbonitrile